CC(CC1=CC=CC=C1)N alpha-methylphenethylamine